NC1=C(C=O)C(=CC(=C1)Br)I 2-amino-4-bromo-6-iodo-benzaldehyde